3,6-dibromobenzimidazole BrN1C=NC2=C1C=CC(=C2)Br